4-cyclopropyl-4-(pyridin-2-yldisulfanyl)butanoic acid C1(CC1)C(CCC(=O)O)SSC1=NC=CC=C1